(S)-(3-cyclopropyl-5-((6,6-dimethylpiperidin-3-yl)amino)pyrazolo[1,5-a]pyrimidin-7-yl)(3-nitrobenzyl)carbamic acid tert-butyl ester C(C)(C)(C)OC(N(CC1=CC(=CC=C1)[N+](=O)[O-])C1=CC(=NC=2N1N=CC2C2CC2)N[C@@H]2CNC(CC2)(C)C)=O